6-(3-Bromophenyl)-3-methyl-6-((trimethylsilyl)oxy)-5,6-dihydro-4H-cyclopenta[d]isoxazole BrC=1C=C(C=CC1)C1(CCC=2C(=NOC21)C)O[Si](C)(C)C